3-((5-(4-methoxyphenyl)-1H-pyrazol-3-yl)amino)benzoic acid COC1=CC=C(C=C1)C1=CC(=NN1)NC=1C=C(C(=O)O)C=CC1